2-methyl-6-difluoromethyl-N-((2-(4-methylphenyl)thiazol-4-yl)methyl)pyrimidin-4-amine CC1=NC(=CC(=N1)NCC=1N=C(SC1)C1=CC=C(C=C1)C)C(F)F